C1(CC1)CN1CCN(CC1)C1CCN(CC1)C1=C(C=C(C(=C1)OC)NC1=NC=NC(=C1)N1OCC[C@@H]1C1=CC(=CC(=C1)F)F)NC(C=C)=O N-(2-(4-(4-(cyclopropylmethyl)piperazine-1-yl)piperidine-1-yl)-5-((6-((R)-3-(3,5-difluorophenyl)isoxazolidine-2-yl)pyrimidine-4-yl)amino)-4-methoxyphenyl)acrylamide